CC1=CC(C(CC1)C(=C)C)O 3-methyl-6-(prop-1-en-2-yl)cyclohex-2-enol